(3aR,8S,9aS,9bR)-8-azido-3a,6,6,9a-tetramethyldecahydronaphtho[2,1-b]furan-2(1H)-one N(=[N+]=[N-])[C@H]1CC(C2CC[C@]3(OC(C[C@@H]3[C@]2(C1)C)=O)C)(C)C